5,7-dihydroxy-8-methoxy-2-(4-(pyrrolidin-1-yl)phenyl)-4H-chromen-4-one OC1=C2C(C=C(OC2=C(C(=C1)O)OC)C1=CC=C(C=C1)N1CCCC1)=O